FC=1C=C(C=C(C1OC1=CC=NC2=CC(=C(C=C12)OC)OCCNC)F)NC(=O)C=1C=NC(=CC1OC)NCCOC N-(3,5-difluoro-4-((6-methoxy-7-(2-(methylamino)ethoxy)quinolin-4-yl)oxy)phenyl)-4-methoxy-6-((2-methoxyethyl)amino)pyridine-3-carboxamide